CN1C(=CC2=CC=C(C=C12)C)CCCC1=CC=CC=C1 1-(1,6-dimethyl-1H-indole-2-yl)-3-phenylpropan